(R)-5-cyclopropyl-6-(2-(ethoxymethoxy)-4-ethynylphenyl)-N-(1-(methyl-d3)piperidin-3-yl)-1,2,4-triazine-3-amine C1(CC1)C=1N=C(N=NC1C1=C(C=C(C=C1)C#C)OCOCC)N[C@H]1CN(CCC1)C([2H])([2H])[2H]